(3S,4S)-3-METHYL-4-(2-PYRIMIDINYLSULFONYL)PENTANOIC ACID C[C@@H](CC(=O)O)[C@H](C)S(=O)(=O)C1=NC=CC=N1